C(C)OC(CC1=C(C=C(C=C1)CNP(=O)(OCC)OCC)OCC=1C=C(C2=C(C=CO2)C1)Br)=O 2-(2-((7-bromobenzofuran-5-yl)methoxy)-4-((diethoxyphosphorylamino)methyl)phenyl)acetic acid ethyl ester